(R)-2-(3-chloro-5-fluorobenzo[b]thiophene-2-carboxamido)-3-phenylpropanoic acid ClC=1C2=C(SC1C(=O)N[C@@H](C(=O)O)CC1=CC=CC=C1)C=CC(=C2)F